C(C)(C)(C)OC(N(C)CCOC(=O)OCCl)=O tert-butyl(2-(((chloromethoxy)carbonyl)oxy)ethyl)(methyl)carbamate